C1(CC1)C=1C(=C(C2=C(C(NC=3C(O2)=C(C=C(C3C)OC)C(=O)O)=O)C1)[N+](=O)[O-])O 2-cyclopropyl-3-hydroxy-8-methoxy-9-methyl-4-nitro-11-oxo-10,11-dihydrodibenzo[b,f][1,4]Oxaazepine-6-carboxylic acid